C(C)(C)(C)OC(=O)C1CCC(CC1)NC(CCCOC1CCC(CC1)OCCN)=O.COC1=C(C=C(C(=C1)O)C(C1=CC=CC=C1)=O)CC1=C(C=C(C(=C1)C(C1=CC=CC=C1)=O)O)OC bis(2-methoxy-4-hydroxy-5-benzoylphenyl)methane tert-butyl-(1R,4r)-4-(4-(((1r,4R)-4-(2-aminoethoxy)cyclohexyl)oxy)butanamido)cyclohexane-1-carboxylate